5-methoxy-4-((2-(4-(methoxycarbonyl)-3-(methylamino)phenyl)-4-(3,3,3-trifluoropropyl)piperazin-1-yl)methyl)-7-methyl-1H-indole-1-carboxylate COC=1C(=C2C=CN(C2=C(C1)C)C(=O)[O-])CN1C(CN(CC1)CCC(F)(F)F)C1=CC(=C(C=C1)C(=O)OC)NC